OC1(C(C=CC=C1)CCC)C 2-Hydroxy-2-methyl-phenyl-propane